OC(CON1C(CC(CC1(C)C)OC(CCCCC(=O)OC1CC(N(C(C1)(C)C)OCC(C)(C)O)(C)C)=O)(C)C)(C)C Bis(1-(2-Hydroxy-2-Methylpropoxy)-2,2,6,6-Tetramethylpiperidin-4-yl)adipat